C(C)(C)(C)OC(=O)NCC1=CC(=C(C(=O)OC)C=C1[N+](=O)[O-])SC1=NN=NN1C methyl 4-[(tert-butoxycarbonylamino)methyl]-2-(1-methyltetrazol-5-yl)sulfanyl-5-nitro-benzoate